(R,3R)-N'-((8-fluoro-1,2,3,5,6,7-hexahydro-s-indacen-4-yl)carbamoyl)-3-methyl-2,3-dihydropyrazolo[5,1-b]oxazole-7-sulfonimidamide FC=1C=2CCCC2C(=C2CCCC12)NC(=O)N=[S@](=O)(N)C=1C=NN2C1OC[C@H]2C